divinyl-phenylalanine C(=C)N([C@@H](CC1=CC=CC=C1)C(=O)O)C=C